C(CC)(=O)C(C(CO)O)O propionyl-2-hydroxy-1,3-propanediol